Distearoyl-trimethylammonium C(CCCCCCCCCCCCCCCCC)(=O)C([NH+](C)C)C(CCCCCCCCCCCCCCCCC)=O